COC=1C=C(C=CC1OC)C1=NNC2=NC(=NC(=C21)SC2CCCC2)NC2=C(C=CC=C2)N2CC(OCC2)OC 3-(3,4-dimethoxyphenyl)-4-(cyclopentylsulfanyl)-N-[(2-methoxy-4-morpholinyl)phenyl]-1H-pyrazolo[3,4-d]pyrimidin-6-amine